N-((5-(benzylthio)-3-fluoropyridin-2-yl)methyl)-2-(methoxy-d3)-5-nitro-3-phenylpyridin-4-amine C(C1=CC=CC=C1)SC=1C=C(C(=NC1)CNC1=C(C(=NC=C1[N+](=O)[O-])OC([2H])([2H])[2H])C1=CC=CC=C1)F